2-(methylamino)-N-(4-(2-(1-(2-(methylthio)propionyl)piperidin-2-yl)-1H-imidazol-5-yl)phenyl)acetamide CNCC(=O)NC1=CC=C(C=C1)C1=CN=C(N1)C1N(CCCC1)C(C(C)SC)=O